FC(OC1=CC=C(C=C1)C1=CN=C2N1C=CN=C2NC2=CC(=C(C(=O)N1CCC(CC1)C(=O)N[C@H]1CNCC1)C=C2)C)F 1-[4-[[3-[4-(difluoromethoxy)phenyl]imidazo[1,2-a]pyrazin-8-yl]amino]-2-methylbenzoyl]-N-[(3R)-pyrrolidin-3-yl]piperidine-4-carboxamide